(S)-17-amino-2-(tert-butyl)-4-oxo-6,9,12,15-tetraoxa-3-azaheptadecane NCCOCCOCCOCCOCC(N[C@@H](C)C(C)(C)C)=O